4-ethoxy-N-(2-methoxy-4-(2,2,2-trifluoro-1-morpholinoethyl)phenyl)-7H-pyrrolo[2,3-d]pyrimidin-2-amine C(C)OC=1C2=C(N=C(N1)NC1=C(C=C(C=C1)C(C(F)(F)F)N1CCOCC1)OC)NC=C2